(R/S)-3-hydroxydecanoic acid allyl ester C(C=C)OC(C[C@@H](CCCCCCC)O)=O |r|